6-(6-(((1R,2R,3S,5S)-2-fluoro-8-azabicyclo[3.2.1]oct-3-yl)(methyl)amino)-1,2,4-triazin-3-yl)-7-hydroxy-2-methyl-4H-chromen-4-one F[C@@H]1[C@H]2CC[C@@H](C[C@@H]1N(C1=CN=C(N=N1)C=1C=C3C(C=C(OC3=CC1O)C)=O)C)N2